6-methyl-N-((S)-5-methyl-4-oxo-2,3,4,5-tetrahydrobenzo[b][1,4]oxazepin-3-yl)-6,8-dihydro-5H-imidazo[5,1-c][1,4]oxazine-3-carboxamide CC1CN2C(CO1)=CN=C2C(=O)N[C@@H]2C(N(C1=C(OC2)C=CC=C1)C)=O